C(C=CCCCCCCCCCCCCCCC)(=O)OC[C@@H](OC(CCCCCCCCCCCCCCC)=O)COP(=O)(O)OCC[N+](C)(C)C 1-(8Z-octadecenoyl)-2-palmitoyl-sn-glycero-3-phosphorylcholine